2-formyl-4-(trifluoromethyl)phenoxyl-3-methoxy-benzonitrile C(=O)C1=C(OC2=C(C#N)C=CC=C2OC)C=CC(=C1)C(F)(F)F